(2-chloro-4-fluoro-phenyl) ethyl carbonate C(OC1=C(C=C(C=C1)F)Cl)(OCC)=O